NC=1C2=C(N=CN1)N(C=C2)C2C=C(C(C2O)O)CCC=2C=C(C(=C1CCNCC21)F)C(F)F 5-(4-amino-7H-pyrrolo[2,3-d]pyrimidin-7-yl)-3-(2-(6-(difluoromethyl)-5-fluoro-1,2,3,4-tetrahydroisoquinolin-8-yl)ethyl)cyclopent-3-ene-1,2-diol